ClC=1C(=CC(N(N1)C)=O)SCC1=CC=C(C=C1)OC 6-chloro-5-((4-methoxybenzyl)thio)-2-methylpyridazin-3(2H)-one